3-(2-methoxy-3-nitrophenyl)-1-(oxetan-3-yl)-1H-1,2,4-triazole COC1=C(C=CC=C1[N+](=O)[O-])C1=NN(C=N1)C1COC1